CN(C(=O)C12CNCC(CC1)C2)C (dimethylcarbamoyl)-3-azabicyclo[3.2.1]octan